1-butenyl vinyl ether C(=C)OC=CCC